C1(CC1)N1N=CC(=C1)C=1C=C(C=CC1)N(C(=O)[C@@H]1CC[C@H](CC1)C(=O)OC)C[C@@H]1CC[C@H](CC1)C1=CC(=C(C=C1)OC)C trans-Methyl 4-((3-(1-cyclopropyl-1H-pyrazol-4-yl)phenyl)((trans-4-(4-methoxy-3-methylphenyl)cyclohexyl)methyl)carbamoyl)-cyclohexanecarboxylate